(3-hydroxynaphthalen-1-yl)boric acid OC=1C=C(C2=CC=CC=C2C1)OB(O)O